C(N)(=O)C=1C=C(C(=C2C3=C(NC12)CCCCC3)C3=CCCN(C3)C(=O)OC(C)(C)C)F Tert-butyl 5-(4-carbamoyl-2-fluoro-5,6,7,8,9,10-hexahydrocyclohepta[b]indol-1-yl)-3,6-dihydropyridine-1(2H)-carboxylate